6-chloro-7-methoxy-2-(methoxymethyl)-4-methyl-2,4-dihydro-1,4-benzoxazin-3-one ClC=1C(=CC2=C(N(C(C(O2)COC)=O)C)C1)OC